N1=C(C=CC=C1)[SiH2]C1=NC=CC=C1 di(2-pyridyl)silane